isoamyl alcohol potassium phosphate salt P(=O)([O-])([O-])[O-].[K+].C(CC(C)C)O.[K+].[K+]